tert-butyl 2-(4-fluorophenyl)-4-methyl-1,3,3a,4,6,6a-hexahydropyrrolo[3,4-c]pyrrole-5-carboxylate FC1=CC=C(C=C1)N1CC2CN(C(C2C1)C)C(=O)OC(C)(C)C